OC(CNC1=CC=C(C=C1)OC)C=1NC(NC1)=O 4-[1-hydroxy-2-(4-methoxyphenylamino)ethyl]-1,3-dihydroimidazol-2-one